C(C)OC=1C(=C(C=C(C1C(=O)N1CC2=CC=C(C=C2C1)CN1CCN(CC1)C)C1=C(C=CC(=C1)C)S(=O)(=O)[O-])C1=C(C=CC(=C1)C)S(=O)(=O)[O-])C 5-ethoxy-4-methyl-6-(5-((4-methylpiperazin-1-yl) methyl) isoindoline-2-carbonyl)-1,3-phenylenebis(4-methylbenzenesulfonate)